C(#N)C1=CC(=C(C=C1)COC1=CC=C(C(=N1)C1=C(C=C(C=C1)CC(=O)O)F)F)F 2-[4-[6-[(4-cyano-2-fluoro-phenyl)methoxy]-3-fluoro-2-pyridyl]-3-fluoro-phenyl]acetic acid